(+/-)-6-{[trans-4-(4-bromophenyl)-1-(tert-butoxycarbonyl)-piperidin-3-yl]methoxy}-1-oxoisoindoline-2-carboxylic acid tert-butyl ester C(C)(C)(C)OC(=O)N1C(C2=CC(=CC=C2C1)OC[C@@H]1CN(CC[C@H]1C1=CC=C(C=C1)Br)C(=O)OC(C)(C)C)=O |r|